2-bromo-1,3-thiazole-4-sulfonyl chloride BrC=1SC=C(N1)S(=O)(=O)Cl